ClC1=C(C=C(C=C1)C=1N=CN(C1)C12CC(C1)(C2)NC(OC(C)(C)C)=O)F tert-butyl (3-(4-(4-chloro-3-fluorophenyl)-1H-imidazol-1-yl)bicyclo[1.1.1]pentan-1-yl)carbamate